ClC1=CC(=C(C=C1)O)C=NC1=CC=C(C=C1)CN(CC)CC 4-chloro-2-((4-((di-ethylamino)methyl)phenylimino)methyl)phenol